tert-butyl 4-(aminomethyl)-2H,3H-pyrrolo[2,3-b]pyridine-1-carboxylate NCC1=C2C(=NC=C1)N(CC2)C(=O)OC(C)(C)C